C1(CC1)NC1=NC=CC=C1C=1N=C(C2=C(N1)CCNC2)NCC2=CC=C(C=C2)C=2N(C=C(N2)C(F)(F)F)C(C)C 2-(2-(cyclopropylamino)pyridin-3-yl)-N-(4-(1-isopropyl-4-(trifluoromethyl)-1H-imidazol-2-yl)benzyl)-5,6,7,8-tetrahydropyrido[4,3-d]pyrimidin-4-amine